2-ethoxyethyl (S)-2-(4-((4'-(1,1,1,3,3,3-hexafluoro-2-hydroxypropan-2-yl)-[1,1'-biphenyl]-4-yl)methyl)-1-(pyridin-4-ylmethyl)piperazin-2-yl)acetate FC(C(C(F)(F)F)(O)C1=CC=C(C=C1)C1=CC=C(C=C1)CN1C[C@@H](N(CC1)CC1=CC=NC=C1)CC(=O)OCCOCC)(F)F